B(O)(O)OB(O)O.OC(C)(C)C(C)(C)O pinacol diboroate